CC(CC(C(C(C(=O)[O-])(CC(C(CCC)C)C)CC(C(CCC)C)C)(O)C(=O)[O-])C(=O)[O-])C(CCC)C Tri(2,3-dimethyl-1-hexyl)citrat